C1=CC=C(C(=C1)NC2=CC=C(C=C2)[N+](=O)[O-])[N+](=O)[O-] 2,4'-dinitrodiphenylamine